C(C)OC1=C(C=C(C=C1CC=C)CC=C)CC=C 2-ethoxy-1,3,5-tris(prop-2-enyl)benzene